BrC1=C2CN(C(NC2=CC(=C1)Cl)=O)C 5-bromo-7-chloro-3-methyl-3,4-dihydroquinazolin-2(1H)-one